dimethoxycresyl-4-propylresorcinol COC1=C(C(=C(C(=C1O)C1=CC=C(C=C1)C)O)CCC)OC